COC(=O)[C@H]1O[C@H]([C@@H](C1)O)N1C=2N=C(NC(C2N(C1=O)CC#C)=O)N.N[C@H]1C[C@H](CC1)NC(=O)OC(C)(C)C (1S,3R)-3-amino-1-(BOC-amino)cyclopentane Methyl-(2S,4R,5R)-5-(2-amino-6,8-dioxo-7-(prop-2-yn-1-yl)-1,6,7,8-tetrahydro-9H-purin-9-yl)-4-hydroxytetrahydrofuran-2-carboxylate